5-Chloro-2-cyanophenyl 2,4,6-tri-O-acetyl-3-azido-3-deoxy-1-thio-α-D-galactopyranoside C(C)(=O)O[C@H]1[C@@H](SC2=C(C=CC(=C2)Cl)C#N)O[C@@H]([C@@H]([C@@H]1N=[N+]=[N-])OC(C)=O)COC(C)=O